C1=C(C=CC2=CC=CC=C12)C(CCC=C(C)C)=O 1-(naphthalen-2-yl)-5-methyl-4-hexen-1-one